C(C)(C)(C)P(C1=C(C2=CC=CC=C2C=C1)C1=CC=CC2=CC=CC=C12)C(C)(C)C racemic-2-ditertbutylphosphino-1,1'-binaphthyl